(Z)-4-bromo-2-(1,3-dithian-2-yl)phenyl 3-(2-chloropyridin-4-yl)acrylate ClC1=NC=CC(=C1)\C=C/C(=O)OC1=C(C=C(C=C1)Br)C1SCCCS1